CN1C(N(C2=CC3=C(N=C(O3)CC3CCNCC3)C=C21)C2C(NC(CC2)=O)=O)=O 3-(5-methyl-6-oxo-2-(piperidin-4-ylmethyl)-5,6-dihydro-7H-imidazo[4',5':4,5]benzo[1,2-d]oxazol-7-yl)piperidine-2,6-dione